C(C)OC(=O)C1C(C2=CC=CC=C2C1)=O 1-oxo-2,3-dihydro-1H-indene-2-carboxylic acid ethyl ester